3-[1-[4,4-bis(4-fluorophenyl)butyl]piperidin-4-yl]-1H-benzimidazol-2-one FC1=CC=C(C=C1)C(CCCN1CCC(CC1)N1C(NC2=C1C=CC=C2)=O)C2=CC=C(C=C2)F